CC1(CC(CN1)CCCNC1=CC=CC(=N1)S(=O)(=O)C1=NC(=CC=C1C(=O)N)N1N=C(C=C1)OCCC1(CC1)C(F)(F)F)C [[6-[3-(5,5-dimethylpyrrolidin-3-yl)propylamino]-2-pyridyl]sulfonyl]-6-[3-[2-[1-(trifluoromethyl)cyclopropyl]ethoxy]pyrazol-1-yl]pyridine-3-carboxamide